N-(cycloheptylmethyl)-2-(2-hydroxy-1-phenyl-ethyl)-1H-benzoimidazole-5-carboxamide C1(CCCCCC1)CNC(=O)C1=CC2=C(NC(=N2)C(CO)C2=CC=CC=C2)C=C1